ClC1=CC(=C(C=O)C=C1)OC 4-chloro-2-methoxybenzaldehyde